OC1=CC=C(C(=O)C2=CC=C(C=C2)O)C=C1 C4,4'-dihydroxybenzophenone